NC1=NC2=CC=C(C=C2C=C1C)C(=O)N([C@H](C)C1=NC=CC=N1)CC=1N=NC(=CC1)C1CC1 2-amino-N-((6-cyclopropyl-3-pyridazinyl)methyl)-3-methyl-N-((1R)-1-(2-pyrimidinyl)ethyl)-6-quinolinecarboxamide